ClC=1C=C(C=CC1)C(CC(=O)O)C1=CC2=CC(=CC=C2C=C1)OCC(=O)NC1CCCCC1 3-(3-chlorophenyl)-3-(7-(2-(cyclohexylamino)-2-oxoethoxy)naphthalen-2-yl)propanoic acid